9-(((2s,3s)-3-ethyl-5-oxopyrrolidin-2-yl)methoxy)imidazo[1,2-a]quinoline-4-carboxamide C(C)[C@@H]1[C@H](NC(C1)=O)COC=1C=CC=C2C=C(C=3N(C12)C=CN3)C(=O)N